phenoxyvinylphenol O(C1=CC=CC=C1)C=CC1=C(C=CC=C1)O